N1N=CC2=CC(=CC=C12)NC1=NC(=NC2=CC=CC=C12)C=1C=C(OCC(=O)NC(C)C)C=CC1 2-[3-[4-(1H-Indazol-5-ylamino)quinazolin-2-yl]phenoxy]-N-propan-2-ylacetamide